6-amino-2-methyl-2,4-dihydro-1H-benzo[b][1,2,4]triazolo[4,3-d][1,4]oxazin-1-one NC1=CC=CC2=C1OCC=1N2C(N(N1)C)=O